BrC1=NC=C(C(=N1)C1=CN=C2N1N=C(C(=C2)OC)C2CC(C2)(F)F)F 3-(2-bromo-5-fluoropyrimidin-4-yl)-6-(3,3-difluorocyclobutyl)-7-methoxyimidazo[1,2-b]pyridazine